methyl N-[[5-[1-(4-ethynyl-2,6-difluorophenyl)-1H-pyrazol-3-yl]-2-methyl-phenyl]methyl]carbamate C(#C)C1=CC(=C(C(=C1)F)N1N=C(C=C1)C=1C=CC(=C(C1)CNC(OC)=O)C)F